ethyl 3-{3-[1-(4-amino-3-methyl-1H-pyrazolo[3,4-d]pyrimidin-1-yl)ethyl]-5-chloro-6-cyano-2-methoxyphenyl}azetidine-1-carboxylate NC1=C2C(=NC=N1)N(N=C2C)C(C)C=2C(=C(C(=C(C2)Cl)C#N)C2CN(C2)C(=O)OCC)OC